4-((4-chloro-5-(isopropyl-(methyl)carbamoyl)-2-oxopyridin-1(2H)-yl)methyl)-4-hydroxypiperidine-1-carboxylic acid tert-butyl ester C(C)(C)(C)OC(=O)N1CCC(CC1)(O)CN1C(C=C(C(=C1)C(N(C)C(C)C)=O)Cl)=O